oxazol-5-ylmethyl (4-((2-acetyl-2-azaspiro[3.3]heptan-6-yl)methyl)-3-fluorophenyl)carbamate C(C)(=O)N1CC2(C1)CC(C2)CC2=C(C=C(C=C2)NC(OCC2=CN=CO2)=O)F